2-((6-(2-chloro-3-(3-chloro-6'-methoxy-5'-((7-oxo-2,6-diazaspiro[3.4]octan-2-yl)methyl)-[2,2'-bipyridin]-4-yl)phenyl)-2-methoxypyridin-3-yl)methyl)-2,6-diazaspiro[3.4]octan-7-one ClC1=C(C=CC=C1C1=C(C(=NC=C1)C1=NC(=C(C=C1)CN1CC2(C1)CNC(C2)=O)OC)Cl)C2=CC=C(C(=N2)OC)CN2CC1(C2)CNC(C1)=O